3-(3-hydroxy-3-methylbutoxy)thiophene-2-carboxylate OC(CCOC1=C(SC=C1)C(=O)[O-])(C)C